4-amino-7-fluoro-N,1-dimethyl-N-((5R)-2-(trifluoro-methyl)-6,7-dihydro-5H-cyclopenta[b]-pyridin-5-yl)-1H-pyrazolo[4,3-c]-quinoline-8-carboxamide NC1=NC=2C=C(C(=CC2C2=C1C=NN2C)C(=O)N([C@@H]2CCC1=NC(=CC=C12)C(F)(F)F)C)F